ClCC(=O)NCCNC1=NC2=CC(=C(C=C2C(=N1)NC1CCN(CC1)C1CCC1)OC)OC 2-chloro-N-(2-((4-((1-cyclobutylpiperidin-4-yl)amino)-6,7-dimethoxyquinazolin-2-yl)amino)ethyl)acetamide